biguanidine trioctylbenzenesulfonate C(CCCCCCC)C1=C(C(=C(C=C1)S(=O)(=O)O)CCCCCCCC)CCCCCCCC.NC(=N)NNC(=N)N